ClC1=CC(=NC=C1)C(CCC[C@H](C(=O)NC=1C=NN(C1)C(F)F)C)(OC)OC (R)-6-(4-chloropyridin-2-yl)-N-(1-(difluoromethyl)-1H-pyrazol-4-yl)-6,6-dimethoxy-2-methylhexanamide